2',2'-difluoro-2'-deoxycytidine triphosphate P(O)(=O)(OP(=O)(O)OP(=O)(O)O)OC[C@@H]1[C@H](C([C@@H](O1)N1C(=O)N=C(N)C=C1)(F)F)O